N(C1=CC=CC=C1)\C(=C/C(=O)[O-])\C β-anilinocrotonate